O=C1NC(CCC1N1C(C2=CC=CC(=C2C1=O)OCC(=O)NCCOCCOCCC(=O)NC1(CNC1)C1=NC=CC=C1)=O)=O 3-{2-[2-(2-{[2-(2,6-dioxopiperidin-3-yl)-1,3-dioxo-2,3-dihydro-1H-isoindol-4-yl]oxy}acetamido)ethoxy]ethoxy}-N-[3-(pyridin-2-yl)azetidin-3-yl]propanamide